C1(CC1)C=1C=CC=2N(C1)C=C(N2)CN2N=NC(=C2)C(=O)N[C@@H]2CCC=1C2=NNC1C (R)-1-((6-cyclopropylimidazo[1,2-a]pyridin-2-yl)methyl)-N-(3-methyl-2,4,5,6-tetrahydrocyclopenta[c]pyrazol-6-yl)-1H-1,2,3-triazole-4-carboxamide